C(#N)C=1C=2CCCC2C(=C2CCCC12)NC(=O)N=[S@@](=O)(N)C=1SC=C(N1)C(C)(C)O |o1:18| (S) or (R)-N'-((8-cyano-1,2,3,5,6,7-hexahydro-s-indacen-4-yl)carbamoyl)-4-(2-hydroxypropan-2-yl)thiazole-2-sulfonimidamide